C(C)(C)C1N=C(OC1)C1=NC(=CC=C1)C=1OCC(N1)C(C)C (+-)-2,6-bis(4-isopropyl-2-oxazoline-2-yl)pyridine